FC1=C(C=C(C(=C1)[N+](=O)[O-])OCCCOC1OCCCC1)N1C2COC(C1)C2 5-(2-fluoro-4-nitro-5-(3-((tetrahydro-2H-pyran-2-yl)oxy)propoxy)phenyl)-2-oxa-5-Azabicyclo[2.2.1]heptane